4-(3,4-dicarboxyphenoxy)phenylfluorene C(=O)(O)C=1C=C(OC2=CC=C(C=C2)C2=CC=CC=3C4=CC=CC=C4CC23)C=CC1C(=O)O